COC(C1=CC=NC=C1C=1OC2=C(N1)C=C(C=C2)F)=O 5-(5-fluorobenzo[d]Oxazol-2-yl)isonicotinic acid methyl ester